tert-Butyl (1-(5-(5-(thiophen-2-yl)isoxazole-3-carboxamido)pentyl)azetidin-3-yl)carbamate S1C(=CC=C1)C1=CC(=NO1)C(=O)NCCCCCN1CC(C1)NC(OC(C)(C)C)=O